C(C)(C)(C)C1=CC=C(C=C1)C(C)O 1-(4-(tert-butyl)phenyl)ethan-1-ol